6-(4-methoxypyridin-3-yl)-4-methyl-1-(4-((2R,3S)-2-methyl-3-((methylsulfonyl)methyl)azetidin-1-yl)-6-(3-(trifluoromethyl)phenyl)pyridin-2-yl)-1H-pyrazolo[4,3-c]pyridine COC1=C(C=NC=C1)C1=CC2=C(C(=N1)C)C=NN2C2=NC(=CC(=C2)N2[C@@H]([C@H](C2)CS(=O)(=O)C)C)C2=CC(=CC=C2)C(F)(F)F